C(C)(CC)C1C(NC2=C(CN1C(CC(C)(C)O)=O)C=CC=C2)=O 3-(sec-butyl)-4-(3-hydroxy-3-methylbutanoyl)-1,3,4,5-tetrahydro-2H-benzo[1,4]diazepin-2-one